COC(C1=CC=C(C=C1)C1=C(N(C2=CN=C(C(=C21)OCOC)F)C2=CC=C(C=C2)F)C(C)C)=O.FC2=C(C(=C(C(=C2[B-](C2=C(C(=C(C(=C2F)F)F)F)F)(C2=C(C(=C(C(=C2F)F)F)F)F)C2=C(C(=C(C(=C2F)F)F)F)F)F)F)F)F.C(C)(C)C2(CC=C(C=C2)[I+]C2=CC=CC=C2)C p-isopropylphenyl-p-methylphenyl-iodonium tetrakis(pentafluorophenyl)borate Methyl-4-[5-fluoro-1-(4-fluorophenyl)-2-isopropyl-4-(methoxymethoxy)pyrrolo[2,3-c]pyridin-3-yl]benzoate